COC=1C=C2C(=C(C(N(C2=CC1OC1COCC1)C)=O)C#N)N1CCC(CC1)C=1OC2=C(N1)C=C(C=C2)C 6-methoxy-1-methyl-4-[4-(5-methyl-1,3-benzoxazol-2-yl)piperidin-1-yl]-2-oxo-7-[(oxolane-3-yl)oxy]-1,2-dihydroquinoline-3-carbonitrile